[S-]C(=O)[S-] sulfidoketone